3,3-difluoro-1-methyl-cyclobutylamine hydrochloride Cl.FC1(CC(C1)(C)N)F